Br\C(\COCCC)=C(/COCCC)\Br (2E)-2,3-dibromo-1,4-dipropoxybut-2-ene